2-Methoxy-1-(oxacyclohexane-4-yl)ethan-1-one COCC(=O)C1CCOCC1